C(C1=CC=CC=C1)OC1=C(C=C(N)C=C1)C1OCCO1 4-(benzyloxy)-3-(1,3-dioxolan-2-yl)aniline